ClC1=CC(=NC=C1C(=O)NCC(C)C)Cl 4,6-Dichloro-N-(2-methylpropyl)nicotinamide